[N+](=O)([O-])C1=CC=C(C=C1)N1CCN(CC1)C1CCC2(CCN(CC2)C2=CC=CC(=N2)C(=O)O)CC1 6-(9-(4-(4-nitrophenyl)piperazin-1-yl)-3-azaspiro[5.5]undecan-3-yl)picolinic acid